FC(C1=NN=C(O1)C1=CC=C(CN2N=C(N=N2)C2=CC=C3NC(C4(NC3=C2)CCCCC4)=O)C=C1)F 7'-(2-(4-(5-(difluoromethyl)-1,3,4-oxadiazol-2-yl)benzyl)-2H-tetrazol-5-yl)-1',4'-dihydro-3'H-spiro[cyclohexane-1,2'-quinoxalin]-3'-one